C1(CCC1)C(=O)OCOS(=O)(=O)ON1[C@@H]2CC[C@H](N(C1=O)C2)C(N)=O ((((((1R,2S,5R)-2-carbamoyl-7-oxo-1,6-diazabicyclo[3.2.1]octan-6-yl) oxy) sulfonyl) oxy) methyl) cyclobutanecarboxylate